ClC1=C(C(=O)NC2CC(C2)NC(=O)C2C(CNCC2)O)C=CC(=C1)NC(=O)C=1N(C(=CN1)C1=C(C(=C(C=C1)OC)F)F)C N-[3-[[2-chloro-4-[[5-(2,3-difluoro-4-methoxy-phenyl)-1-methyl-imidazole-2-carbonyl]amino]benzoyl]amino]cyclobutyl]-3-hydroxy-piperidine-4-carboxamide